4-(4-methoxyphenyl)-5,7-dihydroxy-2H-1-benzopyran-2-one COC1=CC=C(C=C1)C1=CC(OC2=C1C(=CC(=C2)O)O)=O